5-(9,10,11,12-Tetraethylpentadecyl)benzene-1,3-diol C(C)C(CCCCCCCCC=1C=C(C=C(C1)O)O)C(C(C(CCC)CC)CC)CC